3-1-Ethyl-1,4,5,6-tetrahydropyrrolo[3,4-c]pyrazole C(C)C=1C2=C(NN1)CNC2